tert-butyl 2-(carbamoylmethyl)-7-azaspiro[3.5]nonane-7-carboxylate C(N)(=O)CC1CC2(C1)CCN(CC2)C(=O)OC(C)(C)C